N\C(\C1=CSC(=C1)[C@@H](C)NC(=O)[C@H]1N(C[C@@H](C1)OC(F)F)C(CNC(=O)C=1C=CC=2C(C3=CC=CC=C3C2C1)(F)F)=O)=N\C(OC)=O methyl ((E)-amino(5-((R)-1-((2S,4R)-1-((9,9-difluoro-9H-fluorene-3-carbonyl)glycyl)-4-(difluoromethoxy)pyrrolidine-2-carboxamido)ethyl)thiophen-3-yl)methylene)carbamate